C(C1=CC=CC=C1)OC(=O)N1CCNC([C@@H](C1)NC1=NC=2C(=CC=CC2C=2N1N=C(N2)C2=CC=C(C=C2)OC)Br)=O (6R)-6-{[7-bromo-2-(4-methoxyphenyl)[1,2,4]triazolo[1,5-c]quinazolin-5-yl]amino}-5-oxo-1,4-diazepan-1-carboxylic acid benzyl ester